COC1=CC(=CC=2N1N=CC2)B2OC(C(O2)(C)C)(C)C 7-methoxy-5-(4,4,5,5-tetramethyl-1,3,2-dioxaborolan-2-yl)pyrazolo[1,5-a]pyridine